triethoxy-mono(ethoxyacetoacetyl)zirconium C(C)O[Zr](C(CC(=O)COCC)=O)(OCC)OCC